tert-butyl ((5-(2-hydroxypropan-2-yl)pyridin-2-yl)methyl)carbamate OC(C)(C)C=1C=CC(=NC1)CNC(OC(C)(C)C)=O